CN(C)C[C@@]1(C(C1)(F)F)CO [(1R)-1-[(dimethylamino)methyl]-2,2-difluorocyclopropyl]methanol